(R)-2-((1-(4-chlorophenyl)-1-((1-cyanocyclopropyl)methoxy)-7-fluoro-5-(1-methyl-1H-imidazole-4-carbonyl)-3-oxoisoindolin-2-yl)methyl)pyrimidine-5-carbonitrile ClC1=CC=C(C=C1)[C@@]1(N(C(C2=CC(=CC(=C12)F)C(=O)C=1N=CN(C1)C)=O)CC1=NC=C(C=N1)C#N)OCC1(CC1)C#N